1-methyl-2-oxo-4-(4-{5-[(oxolan-2-yl)methoxy]-1,3-benzooxazol-2-yl}piperidin-1-yl)-1,2-dihydroquinoline-3-carbonitrile CN1C(C(=C(C2=CC=CC=C12)N1CCC(CC1)C=1OC2=C(N1)C=C(C=C2)OCC2OCCC2)C#N)=O